1-(2-cyano-4-fluorobenzyl)-7-methyl-5-(1H-pyrrole-2-carbonyl)-4,5,6,7-tetrahydro-1H-pyrazolo[4,3-c]Pyridine-3-carboxylic acid ethyl ester C(C)OC(=O)C1=NN(C2=C1CN(CC2C)C(=O)C=2NC=CC2)CC2=C(C=C(C=C2)F)C#N